C12CNCC(CC1)N2C2=NC=C(C(=N2)NC=2C(=C1C=NNC1=CC2)C)Cl N-(2-(3,8-diazabicyclo[3.2.1]oct-8-yl)-5-chloropyrimidin-4-yl)-4-methyl-1H-indazol-5-amine